C(CCC)S(=O)(=O)NC1=CC(=C(C=C1)C1=C2C(=NC(=C1)NC(=O)C1CC1)NC=C2)CC N-(4-(4-(butylsulfonylamino)-2-ethylphenyl)-1H-pyrrolo[2,3-b]pyridin-6-yl)cyclopropylcarboxamide